O=C1NC(CCC1N1C(C2=CC=CC(=C2C1)OCCCCCN1CCN(CC1)C1=CC=C(C=N1)C(=O)NC1CC(C1)OC1=CC(=C(C=C1)C#N)Cl)=O)=O 6-[4-(5-{[2-(2,6-dioxopiperidin-3-yl)-1-oxo-2,3-dihydro-1H-isoindol-4-yl]oxy}pentyl)piperazin-1-yl]-N-[(1r,3r)-3-(3-chloro-4-cyanophenoxy)cyclobutyl]pyridine-3-carboxamide